CCC(COCC(CC)(COC(=O)C=C)COC(=O)C=C)(COC(=O)C=C)COC(=O)C=C Ditrimethylolpropane Tetraacrylate